ethyl 3-(3-chloropyrazin-2-yl)-1,2,4-thiadiazole-5-carboxylate ClC=1C(=NC=CN1)C1=NSC(=N1)C(=O)OCC